2-methylhexanoic acid CC(C(=O)O)CCCC